3-([1,1'-biphenyl]-4-yl)-3-amino-N-methylpropanamide C1(=CC=C(C=C1)C(CC(=O)NC)N)C1=CC=CC=C1